deuteriochloroform [2H]C(Cl)(Cl)Cl